C1(CC1)C1=CC=C(C=C1)CC(=O)N[C@]1(CN(CC1)C=1C=NC=C(C1)C(F)(F)F)C(=O)OC methyl (R)-3-(2-(4-cyclopropylphenyl)acetamido)-1-(5-(trifluoromethyl)pyridin-3-yl)pyrrolidine-3-carboxylate